ClC=1C=C(C=C(C1CC1=C(C(=C(C=C1)O)C(C)C)F)Cl)SCC(=O)NCC 2-((3,5-dichloro-4-(2-fluoro-4-hydroxy-3-isopropylbenzyl)phenyl)thio)-N-ethylacetamide